(+)-α-methylbenzylamine CC(C1=CC=CC=C1)N